FC(C(F)(F)Cl)Cl trifluoroethylene chloride